ClC1=CC2=C(N=C(N=C2NCCS(=O)(=O)N)N2CCN(CC2)C)C=N1 2-((6-chloro-2-(4-methylpiperazin-1-yl)pyrido[3,4-d]pyrimidin-4-yl)amino)ethane-1-sulphonamide